BrC=1C=2N(C=C(C1)Br)N=CC2 4,6-Dibromopyrazolo[1,5-a]pyridine